5,6-dihydro-2H-1,2-thiazine S1NC=CCC1